3-((1-methylaziridin-2-yl)methyl)-1H-indol-4-ol CN1C(C1)CC1=CNC=2C=CC=C(C12)O